C(N)(=O)C=1C=C(C=CC1)NC(=O)[C@@H]1O[C@@]([C@H]([C@@H]1C1=C(C(=C(C=C1)F)F)OC(F)F)C)(C(F)(F)F)C (2R,3R,4S,5S)-N-(3-Carbamoylphenyl)-3-[2-(Difluoromethoxy)-3,4-difluoro-phenyl]-4,5-dimethyl-5-(trifluoromethyl)tetrahydrofuran-2-carboxamid